FC(N1N=C(C=C1)C(C)(C)NC1=NC(=NC(=N1)N)C1=C(C=C2C=NNC2=C1)F)F N2-[1-[1-(difluoromethyl)pyrazol-3-yl]-1-methyl-ethyl]-6-(5-fluoro-1H-indazol-6-yl)-1,3,5-triazine-2,4-diamine